(2-methyltetrahydrofuran-2-yl)methanol CC1(OCCC1)CO